2-(3-chloro-4-(9-((1,4-dimethyl-1H-pyrazol-5-yl)methyl)-6-(1-methylcyclopropoxy)-9H-purin-8-yl)phenyl)acetamide ClC=1C=C(C=CC1C=1N(C2=NC=NC(=C2N1)OC1(CC1)C)CC1=C(C=NN1C)C)CC(=O)N